C1C=2C3=C(C=CCN3C=C1)C=C1C3=C(C(OC12)=O)C=CC3 1H,5H-cyclopenta[3,4][1]benzopyrano[6,7,8-ij]quinolizine-12(9H)-one